ICCOCCOCCO 2-[2-(2-iodoethoxy)ethoxy]ethan-1-ol